(S)-4-(6-(3-(3-(1-methoxyethyl)phenyl)-1H-pyrazol-1-yl)-2-(2-(1-methyl-1H-pyrazol-4-yl)ethoxy)pyrimidin-4-yl)morpholine CO[C@@H](C)C=1C=C(C=CC1)C1=NN(C=C1)C1=CC(=NC(=N1)OCCC=1C=NN(C1)C)N1CCOCC1